O1N=CC(=C1)C1=CC(=C2C=NNC2=C1)N1CC(C1)OCCCCNCC=1C=C(C=C(C1)C(F)(F)F)CC#N 2-(3-(((4-((1-(6-(isoxazol-4-yl)-1H-indazol-4-yl)azetidin-3-yl)oxy)butyl)amino)methyl)-5-(trifluoromethyl)phenyl)acetonitrile